C(C)O[Si](O[Si](OCC)(OCC)CCCN([Si](C)(C)C)[Si](C)(C)C)(OCC)CCCN([Si](C)(C)C)[Si](C)(C)C ((1,1,3,3-tetraethoxydisiloxane-1,3-diyl)bis(propane-3,1-diyl))bis(1,1,1-trimethyl-N-(trimethylsilyl)silanylamine)